N-[4-(3-cyanophenyl)-5-(2,6-dimethyl-4-pyridyl)thiazol-2-yl]-6-oxa-2,9-diazaspiro[4.5]decane C(#N)C=1C=C(C=CC1)C=1N=C(SC1C1=CC(=NC(=C1)C)C)N1CCOC2(CCNC2)C1